FC=1C=C2C(=C(C(NC2=NC1C1=C(C=CC=C1OC)F)=O)C(=O)OCC)O ethyl 6-fluoro-7-(2-fluoro-6-methoxyphenyl)-4-hydroxy-2-oxo-1,2-dihydro-1,8-naphthyridine-3-carboxylate